ClC=1C(=NC(=C(C(=O)O)C1)NC=1C(=NC=CC1C)C(C)C)C1=C(C=CC=C1OC)F 5-chloro-6-(2-fluoro-6-methoxyphenyl)-2-((2-isopropyl-4-methylpyridin-3-yl)amino)nicotinic acid